sodium 1,3-dimethyl-2,6-dioxo-5-[(2S,3R,4S,5R,6R)-3,4,5-trihydroxy-6-methyl-tetrahydro-2H-pyran-2-yl]-1,2,3,6-tetrahydropyrimidin-4-olate CN1C(N(C(=C(C1=O)[C@@H]1O[C@@H]([C@@H]([C@@H]([C@H]1O)O)O)C)[O-])C)=O.[Na+]